4-((1-methyl-1H-imidazol-2-yl)oxy)benzoic acid CN1C(=NC=C1)OC1=CC=C(C(=O)O)C=C1